Cl.N1=C(C=CC=C1)[C@H]1NOCC1 (3S)-3-(2-Pyridyl)isoxazolidine Hydrochloride Salt